C(#N)C1=CC=C(C=C1)N1CCCN(S1(=O)=O)CC(=O)NC1C2CC3CC(CC1C3)(C2)O 2-(6-(4-cyanophenyl)-1,1-dioxido-1,2,6-thiadiazinan-2-yl)-N-(5-hydroxyadamantan-2-yl)acetamide